3-isopropylbicyclo[1.1.1]Pentane-1-carboxylic acid C(C)(C)C12CC(C1)(C2)C(=O)O